FC1=C(C=CC=2C(=C(CCOC21)C2=C1CCNC1=CC=C2)C2=CC=C(C=C2)O[C@@H]2CN(CC2)CCCF)O 9-fluoro-5-[4-[(3S)-1-(3-fluoropropyl)pyrrolidin-3-yl]oxyphenyl]-4-indolin-4-yl-2,3-dihydro-1-benzoxepin-8-ol